C(CCC(=O)[O-])(=O)OC(C1=CC(=C(C(=C1)OCCCCCCCCCCCCCCCCCC)OCCCCCCCCCCCCCCCCCC)OCCCCCCCCCCCCCCCCCC)OCC#P=S thiophosphorylethoxy-[3,4,5-tris(octadecyloxy) benzyl] succinate